C(C)(C)(C)C=1SC(=CN1)C(=O)NC1CCCCC2=C1C=CC(=C2)C2=NC(=NC=C2)NC=2C=NN(C2)C 2-(tert-butyl)-N-(2-(2-((1-methyl-1H-pyrazol-4-yl)amino)pyrimidin-4-yl)-6,7,8,9-tetrahydro-5H-benzo[7]annulen-5-yl)thiazole-5-carboxamide